carbon dihydroxyacetone OC(C(C)=O)O.[C]